C(C)OC(=O)C=1N=C(SC1)C1CCN(CC1)C(=O)OC(C)(C)C 2-(1-(tert-Butoxycarbonyl)piperidin-4-yl)thiazole-4-carboxylic acid ethyl ester